2-trimethylsilylethyl 3-[(E,3S)-3-(tert-butoxycarbonylamino) but-1-enyl]sulfonylazetidine-1-carboxylate C(C)(C)(C)OC(=O)N[C@H](/C=C/S(=O)(=O)C1CN(C1)C(=O)OCC[Si](C)(C)C)C